C(#N)[C@@H](C[C@H]1C(NCC1)=O)NC(=O)[C@H]1N([C@H]2CC([C@@H]1CC2)(F)F)C([C@@H](CC2CCC2)NC(C(F)(F)F)=O)=O (1R,3S,4R)-N-[(1R)-1-cyano-2-[(3S)-2-oxopyrrolidin-3-yl]ethyl]-2-[(2R)-3-cyclobutyl-2-[(2,2,2-trifluoroacetyl)amino]propanoyl]-5,5-difluoro-2-azabicyclo[2.2.2]octane-3-carboxamide